[Si](C)(C)(C(C)(C)C)OC1CCC(CC1)COC1=NN=C(S1)NC(=O)C=1C=NC(=CC1C1=CC(=NC=C1OC(F)F)Cl)C N-(5-(((1r,4r)-4-((tert-butyldimethylsilyl)oxy)cyclohexyl)methoxy)-1,3,4-thiadiazol-2-yl)-2'-chloro-5'-(difluoromethoxy)-6-methyl-(4,4'-bipyridine)-3-carboxamide